N1[C@@H](CC1)COC=1C=CC(=C(C(=O)NC2(CC2)C2=C3C=CC(=NC3=CC(=C2)C2=NN(C=C2)C)C)C1)C (S)-5-(Azetidin-2-ylmethoxy)-2-methyl-N-(1-(2-methyl-7-(1-methyl-1H-pyrazol-3-yl)quinolin-5-yl)cyclopropyl)benzamide